(6-chloro-4-(isopropylamino)pyridin-3-yl)boronic acid ClC1=CC(=C(C=N1)B(O)O)NC(C)C